NC1(CC2=CC(=CC=C2CC1)O)C(=O)O 2-amino-7-hydroxy-1,2,3,4-tetrahydronaphthalene-2-carboxylic acid